3-(4-(2-methyl-1,3-dioxolan-2-yl)phenyl)-5-(trifluoromethyl)-1,2,4-oxadiazole CC1(OCCO1)C1=CC=C(C=C1)C1=NOC(=N1)C(F)(F)F